6-(2-methylbut-3-en-2-yl)-4-[3-oxo-3-(4-hydroxyphenyl)prop-1-enyl]phenolate CC(C)(C=C)C1=CC(=CC=C1[O-])C=CC(C1=CC=C(C=C1)O)=O